2-chloroethyl isocyanate ClCCN=C=O